(2R)-2-(4-chloro-6-oxo-pyridazin-1-yl)-N-[4-methyl-3-[2-(4-sulfamoylphenyl)ethylsulfamoyl]phenyl]propanamide ClC=1C=NN(C(C1)=O)[C@@H](C(=O)NC1=CC(=C(C=C1)C)S(NCCC1=CC=C(C=C1)S(N)(=O)=O)(=O)=O)C